FC=1C=C2C(=C(C(C2=CC1)=CC1=CC=C(C=C1)COC1=CC=CC=C1)C)CC1=NOC(N1)=O 3-((5-Fluoro-2-methyl-1-(4-(phenoxymethyl)benzylidene)-1H-inden-3-yl)-methyl)-1,2,4-oxadiazol-5(4H)-one